2-chloro-3-methyl-4-(2,8-diazaspiro[4.5]decan-2-yl)benzonitrile ClC1=C(C#N)C=CC(=C1C)N1CC2(CC1)CCNCC2